CN1N=CC(=C1)NC=1C(=NC=CN1)C(=O)N 3-[(1-methylpyrazol-4-yl)amino]Pyrazine-2-carboxamide